methyl (E)-4-(3-(4-(hydroxymethyl)piperidin-1-yl)-3-oxoprop-1-en-1-yl)benzoate OCC1CCN(CC1)C(/C=C/C1=CC=C(C(=O)OC)C=C1)=O